CC1=NC=2C(=NC(=CC2)C=2C=CN3N=C(N=CC32)N[C@@H]3CC[C@H](CC3)N3CCOCC3)N1C 5-(2,3-dimethyl-3H-imidazo[4,5-b]pyridin-5-yl)-N-(trans-4-morpholinocyclohexyl)pyrrolo[2,1-f][1,2,4]triazin-2-amine